2-(cyclohexylamino)-4-(4-((4-ethylphenyl)amino)-7H-pyrrolo[2,3-d]pyrimidin-7-yl)benzamide tri(2,4-dimethyl-3-hexyl)citrate CC(C)C(C(CC)C)C(C(C(C(=O)O)(C(C(C)C)C(CC)C)C(C(C)C)C(CC)C)(O)C(=O)O)C(=O)O.C1(CCCCC1)NC1=C(C(=O)N)C=CC(=C1)N1C=CC2=C1N=CN=C2NC2=CC=C(C=C2)CC